CN(C=1C=C(C2=C(N(C(N(C2=O)C)=O)C)N1)NCC(=O)NC1=CC=C(C=C1)C)C 2-{[7-(dimethylamino)-1,3-dimethyl-2,4-dioxo-1,2,3,4-tetrahydropyrido[2,3-d]pyrimidin-5-yl]amino}-N-(p-tolyl)acetamide